NC1=NC=NN2C1=C(C(=N2)C=2C=CC(=NC2)NC(C=C)=O)C2=CC=C(C=C2)OC2CCC2 N-(5-(4-amino-5-(4-cyclobutoxyphenyl)pyrazolo[5,1-f][1,2,4]triazin-6-yl)pyridin-2-yl)acrylamide